C(C1=CC=CC=C1)N1CC(C(=O)O)=CC=C1 1-benzyl-nicotinic acid